N1(N=NN=C1)C[C@H](C)OC1=C(C#N)C=CC(=C1)C=1C=NC(=NC1)NC=1C(=NN(C1)C1CCC(CC1)N1C[C@@H](O[C@@H](C1)C)C)OCCO 2-(((S)-1-(1H-tetrazol-1-yl)propan-2-yl)oxy)-4-(2-((1-((1r,4r)-4-((2S,6R)-2,6-dimethylmorpholino)cyclohexyl)-3-(2-hydroxyethoxy)-1H-pyrazol-4-yl)amino)pyrimidin-5-yl)benzonitrile